NC1=NC=CC=C1C1=NC=2C(=NC(=CC2)C2=CC=CC=C2)N1C=1C=CC(=NC1)NC(=O)C12CC(C1)(C2)C(=O)OC methyl 3-((5-(2-(2-aminopyridin-3-yl)-5-phenyl-3H-imidazo[4,5-b]pyridin-3-yl)pyridin-2-yl)carbamoyl)bicyclo[1.1.1]pentane-1-carboxylate